butylhydroxyl hydroxyl ether OOOCCCC